N-(p-vinylphenyl)sulfonyloxymaleimide C(=C)C1=CC=C(C=C1)S(=O)(=O)ON1C(C=CC1=O)=O